Bis(tert-butylimino)bis(dibutylamino)tungsten C(C)(C)(C)N=[W](N(CCCC)CCCC)(N(CCCC)CCCC)=NC(C)(C)C